CN(CCOC=1C=CC(=C(C(=O)NC2(CC2)C2=CC=CC3=CC=C(C=C23)O)C1)C)C 5-(2-(Dimethylamino)ethoxy)-N-(1-(7-hydroxynaphthalen-1-yl)cyclopropyl)-2-methylbenzamide